dimethoxy(3-glycidoxypropyl)silane CO[SiH](CCCOCC1CO1)OC